2-[7-bromo-4-(2-fluoroethyl)-1-oxo-phthalazin-2-yl]-N-pyrimidin-2-yl-acetamide BrC1=CC=C2C(=NN(C(C2=C1)=O)CC(=O)NC1=NC=CC=N1)CCF